tertiary-butoxide CC(C)(C)[O-]